(S)-2-[(6-{2-[3-(1H-Indazol-1-yl)pyridine-2-yl]-2-aminoethyl}-pyridine-2-yl)oxy]-ethan-1-ol hydrochloride Cl.N1(N=CC2=CC=CC=C12)C=1C(=NC=CC1)[C@H](CC1=CC=CC(=N1)OCCO)N